1-O-hexadecanyl-2-O-(9Z-octadecenyl)-sn-glycero-3-phospho-ethanolamine C(CCCCCCCCCCCCCCC)OC[C@@H](OC=CCCCCCCCCCCCCCCCC)COP(=O)(O)OCCN